ClC=1C=C(C=CC1C(=O)N1CCN(CC1)C(CC1(CCNCC1)O)=O)NC(=O)C=1N(C(=CN1)C1=C(C(=C(C=C1)OC)F)F)C N-[3-chloro-4-[4-[2-(4-hydroxy-4-piperidyl)acetyl]piperazine-1-carbonyl]phenyl]-5-(2,3-difluoro-4-methoxy-phenyl)-1-methyl-imidazole-2-carboxamide